2,3-dimethyl-2-phenyl-pent-4-enal CC(C=O)(C(C=C)C)C1=CC=CC=C1